C(C=C)(=O)N1CCC(CC1)CN1CCC2(CN(C2)C=2N=CN=NC2OC2=C(C(=O)N(C(C)C)CC)C=C(C=C2)F)CC1 2-((5-(7-((1-acryloylpiperidin-4-yl)methyl)-2,7-diazaspiro[3.5]nonan-2-yl)-1,2,4-triazin-6-yl)oxy)-N-ethyl-5-fluoro-N-isopropylbenzamide